lithium 3-butyne CCC#C.[Li]